Cl.CC(CCCCCCC)=O Nonan-2-one hydrochloride